ClC1=NC=CC(=C1)NC(=O)C1=C(N(C(=C1C)C(C(=O)NC1[C@@H]2CC3CC(C[C@@H]1C3)(C2)O)=O)C)C N-(2-chloropyridin-4-yl)-5-(2-(((1R,2s,3S,5s,7s)-5-hydroxyadamantan-2-yl)amino)-2-oxoacetyl)-1,2,4-trimethyl-1H-pyrrole-3-carboxamide